C(OC)(OCC(F)F)=O methyl (2,2-difluoroethyl) carbonate